5-((3aS,3a'S,4S,4'S,6aR,6a'R)-2-iminohexahydro-1H-thieno[3,4-d]imidazol-4-yl)pentanamide N=C1N[C@H]2[C@@H](N1)CS[C@H]2CCCCC(=O)N